tris(4-formylphenoxy)-1,3,5-triazine C(=O)C1=CC=C(OC2=NC(=NC(=N2)OC2=CC=C(C=C2)C=O)OC2=CC=C(C=C2)C=O)C=C1